O[C@H]1C[C@@H](O[C@@H]1CO)N1C(N=C(C=C1)N1C=C(C2C(=COC1C2)C=O)C=O)=O 8-(1-((2R,4S,5R)-4-hydroxy-5-(hydroxymethyl)tetrahydrofuran-2-yl)-2-oxo-1,2-dihydropyrimidin-4-yl)-2-oxa-8-azabicyclo[3.3.1]nona-3,6-diene-4,6-dicarbaldehyde